BrC1=CC(=C2C=NN(C2=C1)C1OCCCC1)NCCOCCC[C@H](C)NC(OC(C)(C)C)=O tert-butyl ((2S)-5-(2-((6-bromo-1-(tetrahydro-2H-pyran-2-yl)-1H-indazol-4-yl)amino)ethoxy)pentan-2-yl)carbamate